ClC1=C(C(=CC=C1Cl)OC)C1CCN(C2(CCNC2=O)C1)C(=O)OC(C)(C)C tert-butyl 9-(2,3-dichloro-6-methoxyphenyl)-1-oxo-2,6-diazaspiro[4.5]decane-6-carboxylate